FC(C(C\C=N\[S@](=O)C(C)(C)C)(C)C)F (R,E)-N-(4,4-Difluoro-3,3-dimethylbutylidene)-2-methylpropane-2-sulfinamide